ClC1=C(C=CC(=C1)F)C1N=C(NC(=C1C(=O)OC)C)C=1N=COC1C Methyl 4-(2-chloro-4-fluorophenyl)-6-methyl-2-(5-methyloxazol-4-yl)-1,4-dihydropyrimidine-5-carboxylate